N-((2-(2,6-Dioxopiperidin-3-yl)-1-oxoisoindolin-5-yl)methyl)-7-methoxybenzofuran-2-carboxamide O=C1NC(CCC1N1C(C2=CC=C(C=C2C1)CNC(=O)C=1OC2=C(C1)C=CC=C2OC)=O)=O